3,5-dimethylnitrobenzene CC1=CC(=CC(=C1)[N+](=O)[O-])C